COC=1C=C(CC2=NN3C(C(N2)=O)=C(N=C3C(CCCC3=CC=CC=C3)C(C)O)C)C=CC1OC 2-(3,4-dimethoxy-benzyl)-7-[1-(1-hydroxy-ethyl)-4-phenyl-butyl]-5-methyl-3H-imidazo[5,1-f][1,2,4]triazin-4-one